3-(2-((phenylsulfonyl)methyl)imidazo[1,2-a]pyridin-6-yl)-5-(trifluoromethyl)-1,2,4-oxadiazole C1(=CC=CC=C1)S(=O)(=O)CC=1N=C2N(C=C(C=C2)C2=NOC(=N2)C(F)(F)F)C1